2,3-bis(thiophen-3-yl)-5,7-bis(thiophen-2-yl)thieno[3,4-B]-pyrazine S1C=C(C=C1)C=1C(=NC=2C(N1)=C(SC2C=2SC=CC2)C=2SC=CC2)C2=CSC=C2